FC1=CC(=C(OC=2N=NC(=CC2C(=O)NC2=CC=CC=3N2C=NN3)C(F)(F)F)C=C1)C 3-(4-fluoro-2-methyl-phenoxy)-N-([1,2,4]triazolo[4,3-a]pyridin-5-yl)-6-(trifluoromethyl)pyridazine-4-carboxamide